C(C)(=O)O.CN1C=NC=C1 1-methylimidazole acetate